Cl.Cl.N1C(=NCC2=CC=CC=C12)SCC=1N2C(SC1)=N[C@@H](C2)CC2=CC=C(C=C2)OC (R)-3-(((1,4-dihydroquinazolin-2-yl)thio)methyl)-6-(4-methoxybenzyl)-5,6-dihydroimidazo[2,1-b]thiazole dihydrochloride